FC1(OC=2C(=CC3=C(N=C(S3)NC([C@H](C)N3CC(OCC3)C=3C=NC(=CC3)OC)=O)C2)O1)F (2S)-N-(2,2-difluoro-[1,3]dioxolo[4',5':4,5]benzo[1,2-d]thiazol-6-yl)-2-(2-(6-methoxypyridin-3-yl)morpholino)propanamide